BrC1=NC(=NC=C1)OCC1=CC=C(C#N)C=C1 4-(((4-bromopyrimidin-2-yl)oxy)methyl)benzonitrile